5-(hydroxymethyl)pyrrolidin-3-ylcarbamate OCC1CC(CN1)NC([O-])=O